tert-Butyl 2-(3-chloro-6-(3,4-dichlorobenzylamino)-9H-carbazol-9-yl)ethylcarbamate ClC=1C=CC=2N(C3=CC=C(C=C3C2C1)NCC1=CC(=C(C=C1)Cl)Cl)CCNC(OC(C)(C)C)=O